FC(C1=NC(=NO1)C1=CC=C(C=C1)CCN1C=NC=C1)(F)F 2-[4-[5-(Trifluoromethyl)-1,2,4-oxadiazol-3-yl]phenyl]ethyl-1H-imidazole